1-(thiophen-2-yl)piperidine-4-carboxylic acid methyl ester COC(=O)C1CCN(CC1)C=1SC=CC1